(S)-3-(1-aminoethyl)-8-fluoro-2-(pyridazin-2-yl)-2H-benzo[e][1,2]Thiazine-1,1-dioxide N[C@@H](C)C=1N(S(C2=C(C1)C=CC=C2F)(=O)=O)N2NC=CC=C2